CN1C[C@@H](CCC1)N1CC=C2N1C(=CC(=N2)N2N=C(C=C2)C=2C=C(C=CC2)C)N2CCOCC2 N-[(3R)-1-methyl-3-piperidyl]-7-morpholino-5-[3-(m-tolyl)pyrazol-1-yl]pyrazolo[1,5-a]pyrimidine